C(C)OC=1C(=NC(=NC1)C1=CC=CC=C1C(=N)N)C ethoxy(methyl)pyrimidinebenzamidine